C(C)(C)(C)OC(=O)N1CCC(CC1)C(C)OS(=O)(=O)C 4-(1-((methylsulfonyl)oxy)ethyl)piperidine-1-carboxylic acid tert-butyl ester